FC(C=1C=C(C=C(C1)C(F)(F)F)C1=CC=C(C=N1)SCC(=O)O)(F)F ((6-(3,5-bis(trifluoromethyl)-phenyl)pyridine-3-yl)sulfanyl)acetic acid